O1C=CC2=C1C=CC(=C2)C=2C(=NN(C2)C2=CC=CC=C2)C2SCCCS2 4-(benzofuran-5-yl)-3-(1,3-dithian-2-yl)-1-phenyl-1H-pyrazole